C(C(C)CCCCCCCCCCCCCC(=O)N)CCCCCCCCCCCCCC(=O)N propylenedimyristic acid amide